2-(3-bromophenoxy)-9-(4-(2-methylpropyl-1,1-d2)-5-phenylpyridin-2-yl)-9H-carbazole-5,6,7,8-d4 BrC=1C=C(OC2=CC=3N(C4=C(C(=C(C(=C4C3C=C2)[2H])[2H])[2H])[2H])C2=NC=C(C(=C2)C(C(C)C)([2H])[2H])C2=CC=CC=C2)C=CC1